Copper(II) barium silicate [Si]([O-])([O-])([O-])[O-].[Ba+2].[Cu+2]